5'-O-rhamnosyluridine C1([C@H](O)[C@H](O)[C@@H](O)[C@@H](O1)C)OC[C@@H]1[C@H]([C@H]([C@@H](O1)N1C(=O)NC(=O)C=C1)O)O